6-chloro-3-[[(1R)-1-[2-isoindolin-2-yl-4-oxo-6-(trifluoromethyl)chromen-8-yl]ethyl]amino]pyridine-2-carboxylic acid ClC1=CC=C(C(=N1)C(=O)O)N[C@H](C)C=1C=C(C=C2C(C=C(OC12)N1CC2=CC=CC=C2C1)=O)C(F)(F)F